N-(4-(5-chloropyridin-3-yl)-2,6-dimethylphenyl)-2-(2-(cyclopropanesulfonylamino)thiazol-4-yl)-2-methylpropanamide ClC=1C=C(C=NC1)C1=CC(=C(C(=C1)C)NC(C(C)(C)C=1N=C(SC1)NS(=O)(=O)C1CC1)=O)C